[Si](C)(C)(C(C)(C)C)O[C@H](C(=O)OC)CO methyl (S)-2-((tert-butyldimethylsilyl) oxy)-3-hydroxypropionate